(3R)-7-cyclopropyl-6-methyl-4-oxo-1-thia-3a-aza-3-indanecarboxylic acid C1(CC1)C=1C(=CC(N2[C@@H](CSC12)C(=O)O)=O)C